2-[1-[2-(5-fluoroisoindolin-2-yl)-6-methyl-4-oxo-chromen-8-yl]ethylamino]benzamide FC=1C=C2CN(CC2=CC1)C=1OC2=C(C=C(C=C2C(C1)=O)C)C(C)NC1=C(C(=O)N)C=CC=C1